4-(((6-(4-((6-bromo-1-(2-methoxyethyl)-1H-benzo[d]imidazol-2-yl)methyl)-3-fluorophenyl)pyridin-2-yl)oxy)methyl)-3-fluorobenzonitrile BrC=1C=CC2=C(N(C(=N2)CC2=C(C=C(C=C2)C2=CC=CC(=N2)OCC2=C(C=C(C#N)C=C2)F)F)CCOC)C1